manganese-nickel-cobalt-tungsten [W].[Co].[Ni].[Mn]